1-(4-cyclobutyl-3-(5-fluoropyridin-2-yl)-1-methyl-1H-pyrazol-5-yl)-3-(3,3-difluorocyclobutyl)urea C1(CCC1)C=1C(=NN(C1NC(=O)NC1CC(C1)(F)F)C)C1=NC=C(C=C1)F